2,2-Dibromo-N-(4-bromobenzo[d]thiazol-2-yl)acetamidine BrC(C(=N)NC=1SC2=C(N1)C(=CC=C2)Br)Br